Methyl-4-(bis(4-fluorophenyl)methyl)-1-(3-bromo-6-cyano-1-methyl-2-oxo-1,2-dihydro-1,5-naphthyridin-4-yl)piperazine-2-carboxylate COC(=O)C1N(CCN(C1)C(C1=CC=C(C=C1)F)C1=CC=C(C=C1)F)C1=C(C(N(C2=CC=C(N=C12)C#N)C)=O)Br